ClC1=CC2=C(NC(=N2)C=O)C=C1F 5-CHLORO-6-FLUORO-1H-BENZOIMIDAZOLE-2-CARBALDEHYDE